C(#N)C=1C2=C(SC1NC(OC(C)(C)C)=O)C=CC(=C2C=2C1=C(C=3C=NC(=NC3C2F)N2C[C@H]([C@@H](C2)C)NC(C)C)COC1)F tert-Butyl (3-cyano-5-fluoro-4-(5-fluoro-3-((3S,4R)-3-(isopropylamino)-4-methylpyrrolidin-1-yl)-7,9-dihydrofuro[3,4-f]quinazolin-6-yl)benzo[b]thiophen-2-yl)carbamate